4-Cbz-5,6-Diphenylmorpholinon C(=O)(OCC1=CC=CC=C1)N1C(COC(C1C1=CC=CC=C1)C1=CC=CC=C1)=O